3-(6-(((1S,3S)-3-((5-(difluoromethoxy)pyrimidin-2-yl)amino)cyclopentyl)amino)pyridin-3-yl)-1-methylimidazolidine-2,4-dione FC(OC=1C=NC(=NC1)N[C@@H]1C[C@H](CC1)NC1=CC=C(C=N1)N1C(N(CC1=O)C)=O)F